FC(OC1=C(C=CC(=C1)C(F)(F)F)C1=C(C2=C(N=N1)N(CCC2)[C@H]2CN(CCC2)CC)C)F (R)-3-(2-(difluoromethoxy)-4-(trifluoromethyl)phenyl)-8-(1-ethylpiperidin-3-yl)-4-methyl-5,6,7,8-tetrahydropyrido[2,3-c]pyridazine